6-{cyclopropyl[(1S,2S,3R,5R)-2-fluoro-9-azabicyclo[3.3.1]nonan-3-yl]amino}-1,2,4-triazin C1(CC1)N(C1=CN=CN=N1)[C@H]1[C@H]([C@@H]2CCC[C@H](C1)N2)F